1-(4-Methylpyridin-2-yl)ethan-1-one CC1=CC(=NC=C1)C(C)=O